6-[3-(azetidin-1-yl)propoxy]-3-bromo-2-fluoro-pyridine N1(CCC1)CCCOC1=CC=C(C(=N1)F)Br